3-(5-hydroxypyridin-3-yl)propanoic acid OC=1C=C(C=NC1)CCC(=O)O